tert-Butyl 3-((5-bromo-3-chloroisoquinolin-8-yl)oxy)azetidine-1-carboxylate BrC1=C2C=C(N=CC2=C(C=C1)OC1CN(C1)C(=O)OC(C)(C)C)Cl